5-bromo-1-(oxetan-3-yl)-1H-benzo[d][1,2,3]triazole BrC1=CC2=C(N(N=N2)C2COC2)C=C1